ClC=1C=C(C=CC1Cl)C(CC(=O)O)NC(=O)C=1C(=NN(C1)CCC1=NC=2NCCCC2C=C1)C1=CC=CC=C1 3-(3,4-dichlorophenyl)-3-(3-phenyl-1-(2-(5,6,7,8-tetrahydro-1,8-naphthyridin-2-yl)ethyl)-1H-pyrazole-4-carboxamido)propionic acid